4-butyldecanoic acid C(CCC)C(CCC(=O)O)CCCCCC